6-methoxy-5-morpholino-N-phenethyl-1H-benzo[d]imidazole-1-carboxamide COC=1C(=CC2=C(N(C=N2)C(=O)NCCC2=CC=CC=C2)C1)N1CCOCC1